C(C)OC(=O)C=1C=NN(C1N)C1=CC=C(C=C1)OC 5-amino-1-(4-methoxyphenyl)-1H-pyrazole-4-carboxylic acid ethyl ester